methyl trans-4-(pyrrolidin-1-ylcarbonyl)cyclohexanecarboxylate N1(CCCC1)C(=O)[C@@H]1CC[C@H](CC1)C(=O)OC